C1(CC1)C1=CC(=CC(=N1)C=1OC2=C(N1)C=C(C=C2C)C=O)C2=C(C=C(C=C2)F)C2=NN=CN2C 2-{6-cyclopropyl-4-[4-fluoro-2-(4-methyl-1,2,4-triazol-3-yl)phenyl]pyridin-2-yl}-7-methyl-1,3-benzoxazole-5-carbaldehyde